C(C)C=1N=CC=2N(C1C(C#C)O)C=NC2 (6-ethylimidazo[1,5-a]pyrazin-5-yl)prop-2-yn-1-ol